1,8-naphthalenedicarboxylate C1(=CC=CC2=CC=CC(=C12)C(=O)[O-])C(=O)[O-]